CNC1=NC=C(C2=C1N=NC(=C2)NC(=O)C2CC2)B2OC(C(O2)(C)C)(C)C N-(8-(methylamino)-5-(4,4,5,5-tetramethyl-1,3,2-dioxaborolan-2-yl)pyrido[3,4-c]pyridazin-3-yl)cyclopropanecarboxamide